(1S,2R,3S)-N-[7-chloro-6-[4-((3S,4S)-4-fluoro-3-methyl-tetrahydrofuran-3-yl)piperazin-1-yl]-3-isoquinolyl]-2-ethyl-3-(1-methylpyrazol-3-yl)cyclopropanecarboxamide ClC1=C(C=C2C=C(N=CC2=C1)NC(=O)[C@H]1[C@@H]([C@@H]1C1=NN(C=C1)C)CC)N1CCN(CC1)[C@]1(COC[C@H]1F)C